Di-iso-nonyl phthalate C(C=1C(C(=O)OCCCCCCC(C)C)=CC=CC1)(=O)OCCCCCCC(C)C